6-amino-3-methylphenol NC1=CC=C(C=C1O)C